6-{3-[endo-3-amino-8-azabicyclo[3.2.1]octan-8-yl]-5H-pyrrolo[2,3-b]pyrazin-7-yl}-5-chloro-2-methyl-3,4-dihydro-quinazolin-4-one NC1CC2CCC(C1)N2C2=CN=C1C(=N2)NC=C1C=1C(=C2C(NC(=NC2=CC1)C)=O)Cl